Tert-butyl 4-(5-methylisoxazol-3-yl)-4-oxobutanoate CC1=CC(=NO1)C(CCC(=O)OC(C)(C)C)=O